1-(2-fluoro-3-iodo-phenyl)ethanol ethyl-(3-(pyridin-2-yl)phenyl)glycinate C(C)N(CC(=O)OC(C)C1=C(C(=CC=C1)I)F)C1=CC(=CC=C1)C1=NC=CC=C1